N-(4-(4-methylpiperazine-1-carbonyl)phenyl)-5-nitro-1H-indazole-3-carboxamide CN1CCN(CC1)C(=O)C1=CC=C(C=C1)NC(=O)C1=NNC2=CC=C(C=C12)[N+](=O)[O-]